N-(4-(4-(cyclobutylsulfonylamino)-3-fluorophenyl)-1H-pyrrolo[2,3-b]pyridin-6-yl)cyclopropylcarboxamide C1(CCC1)S(=O)(=O)NC1=C(C=C(C=C1)C1=C2C(=NC(=C1)NC(=O)C1CC1)NC=C2)F